Benzyl 4-(4-oxo-1-piperidyl)indoline-1-carboxylate O=C1CCN(CC1)C1=C2CCN(C2=CC=C1)C(=O)OCC1=CC=CC=C1